C(C(C)C)(=O)O[C@H]1CC2[C@@H]3C=CC[C@@H]3C1C2 (3aR,6S,7aS)-3a,4,5,6,7,7a-hexahydro-1H-4,7-methanoinden-6-yl isobutyrate